C(C1=CC=CC=C1)OC(=O)NC(C(NCCOCCOCCOCCOCCC(NCCOCCOCCOCCOCCC(NCCOCCOCCOCCOCCC(=O)OCC1=CC=CC=C1)=O)=O)=O)C(C(NCCCC(=O)OC1=C(C(=C(C(=C1F)F)F)F)F)=O)NC(=O)OCC1=CC=CC=C1 1-benzyl 57-(perfluorophenyl) 50,51-bis(((benzyloxy) carbonyl) amino)-17,33,49,52-tetraoxo-4,7,10,13,20,23,26,29,36,39,42,45-dodecaoxa-16,32,48,53-tetraazaheptapentacontane-1,57-dioate